rac-(3aR,5R,7S,7aR)-1,3,3,5,7-pentamethyl-5-(4-(methylsulfanyl)phenyl)octahydrobenzo[c]isoxazole CN1OC([C@H]2[C@H]1[C@H](C[C@](C2)(C2=CC=C(C=C2)SC)C)C)(C)C |r|